1-undecyl-2-butylpyrrolium cyanide [C-]#N.C(CCCCCCCCCC)[NH+]1C(=CC=C1)CCCC